tert-Butyl 4-[(3-fluoro-5-methoxy-4-nitrophenyl)methyl]piperazine-1-carboxylate FC=1C=C(C=C(C1[N+](=O)[O-])OC)CN1CCN(CC1)C(=O)OC(C)(C)C